N1N=CC(=C1)C1=CC=C(C=C1)N1C(C2(CC1)NC1=CC=CC=C1C2(C)C)=O (4-(1H-pyrazol-4-yl)phenyl)-3,3-dimethylspiro[indoline-2,3'-pyrrolidin]-2'-one